[Si](C)(C)(C(C)(C)C)OC[C@@H](C#N)NC(OC(C)(C)C)=O tert-butyl (R)-(2-((tert-butyldimethylsilyl)oxy)-1-cyanoethyl)carbamate